2-(3'-(5-(2-(dimethylamino)acetyl)-5,6-dihydro-4H-pyrrolo[3,4-d]thiazol-2-yl)-2,2'-dimethylbiphenyl-3-yl)-5-formylbenzo[d]oxazole-7-carbonitrile CN(CC(=O)N1CC=2N=C(SC2C1)C=1C(=C(C=CC1)C1=C(C(=CC=C1)C=1OC2=C(N1)C=C(C=C2C#N)C=O)C)C)C